3-FLUORO-4-(METHYLCARBAMOYL)BENZENEBORONIC ACID FC=1C=C(C=CC1C(NC)=O)B(O)O